C(C)C1CCC2=C1C(=C1C=NN(C1=C2)C2OCCCC2)B2OC(C(O2)(C)C)(C)C 5-Ethyl-1-(tetrahydro-2H-pyran-2-yl)-4-(4,4,5,5-tetramethyl-1,3,2-dioxaborolan-2-yl)-1,5,6,7-tetrahydrocyclopenta[f]indazole